6-(tertiary butyl)-2-methoxycarbazole C(C)(C)(C)C=1C=C2C=3C=CC(=CC3NC2=CC1)OC